4-[6-(2-chloro-5-fluoro-pyrimidin-4-yl)-2-pyridyl]morpholin-3-one ClC1=NC=C(C(=N1)C1=CC=CC(=N1)N1C(COCC1)=O)F